ClC1=C(C=C(C=C1)N1N=CN=C1CN)F (1-(4-chloro-3-fluorophenyl)-1H-1,2,4-triazol-5-yl)methanamine